N-[(1H-benzotriazol-1-yl)-(dimethylamino)methylene]-N-methylmethanaminium tetrafluoroborate F[B-](F)(F)F.N1(N=NC2=C1C=CC=C2)C(=[N+](C)C)N(C)C